trans-3-((Cyclopropylmethyl)amino)-5-(4-hydroxycyclohexyl)-8-(4-isopropylpiperazin-1-yl)pyrimido[4,5-c]isoquinolin-6(5H)-one C1(CC1)CNC=1N=CC2=C(N(C(C=3C=C(C=CC23)N2CCN(CC2)C(C)C)=O)[C@@H]2CC[C@H](CC2)O)N1